CS(=O)(=O)N1C2CC(CC1CC2)N 8-(methanesulfonyl)-8-azabicyclo[3.2.1]octane-3-amine